COC1=C(C=CC(=N1)C1=CC=C(N=N1)N(C1CC2CCC(C1)N2C(=O)[O-])C)C=2C=NN(C2)C2OCCCC2 3-[(6-[6-methoxy-5-[1-(oxan-2-yl)pyrazol-4-yl]pyridin-2-yl]pyridazin-3-yl)(methyl) amino]-8-azabicyclo[3.2.1]octane-8-carboxylate